2-(6-((2S,5R)-4-(3,3-dimethyl-2,3-dihydrofuro[3,2-b]pyridine-5-carbonyl)-2,5-dimethylpiperazin-1-yl)-9-ethyl-3-methyl-2-oxo-3,9-dihydro-2H-purin-8-yl)acetonitrile CC1(COC=2C1=NC(=CC2)C(=O)N2C[C@@H](N(C[C@H]2C)C=2C=1N=C(N(C1N(C(N2)=O)C)CC)CC#N)C)C